COC1=CC=C(C=C1)S(=O)(=O)N1N=C(C=C1)C(=O)NCC1=NC=CN=C1 1-(4-methoxybenzene-1-sulfonyl)-N-[(pyrazin-2-yl)methyl]-1H-pyrazole-3-carboxamide